OCC(CC(=O)SCCNC(CCNC([C@@H](C(COP(OP(OC[C@@H]1[C@H]([C@H]([C@@H](O1)N1C=NC=2C(N)=NC=NC12)O)OP(=O)(O)O)(=O)O)(=O)O)(C)C)O)=O)=O)CC(=O)O 3-hydroxymethylglutaryl-coenzyme A